1-[5-(4-fluorophenyl)-6-(2-methoxy-2-methyl-propyl)pyrrolo[2,3-f]indazol-1-yl]-2,2-dimethyl-propan-1-one FC1=CC=C(C=C1)N1C(=CC2=C1C=C1C=NN(C1=C2)C(C(C)(C)C)=O)CC(C)(C)OC